C(#C)[C@H](C)NCC(=O)O (S)-N-(1-Ethynylethyl)glycin